2,2-Diethoxyacetophenon C(C)OC(C(=O)C1=CC=CC=C1)OCC